tert-butyl (2S,5R)-4-(bis(5-(trifluoromethyl)pyridin-2-yl)methyl)-2,5-dimethylpiperazine-1-carboxylate FC(C=1C=CC(=NC1)C(N1C[C@@H](N(C[C@H]1C)C(=O)OC(C)(C)C)C)C1=NC=C(C=C1)C(F)(F)F)(F)F